ClC1=CC=C(C=C1C1=CC=CC=C1)C1=NC(=NC(=N1)C1=CC2=C(OC3=C2C=CC=C3)C=C1)C1=CC=CC=C1 2-(6-chloro-[1,1'-biphenyl]-3-yl)-4-(dibenzo[b,d]furan-2-yl)-6-phenyl-1,3,5-triazine